l-6-isopropyl-2-methoxy-3-(3-methoxypropoxy)-10-oxo-5,10-dihydro-6H-pyrido[1,2-h][1,7]naphthyridin C(C)(C)C1CC=2C=C(C(=NC2C=2N1C=CC(C2)=O)OC)OCCCOC